(E)-5-(3-(4-bromothiophen-2-yl)acryloyl)-4-methylthieno[2,3-b]pyridin-6(7H)-one BrC=1C=C(SC1)/C=C/C(=O)C1=C(C2=C(NC1=O)SC=C2)C